S1CC=CC2=CC=C3C(=C12)C=CC=C3 benzo[4,5]thiochromene